2-[(3S,4R)-4-[(tert-butyldimethylsilyl)oxy]-3-fluoro-3-methylpiperidin-1-yl]-4-(2,2,12,12-tetramethyl-5,9-dioxa-7-aza-2,12-disilatridecan-7-yl)pyrimidine [Si](C)(C)(C(C)(C)C)O[C@H]1[C@@](CN(CC1)C1=NC=CC(=N1)N(COCC[Si](C)(C)C)COCC[Si](C)(C)C)(C)F